CC=1C(C2=CC=C(C=C2C1)Cl)=O methyl-5-chloro-1-indenone